(R)-5-chloro-2-(2-methyl-4-(piperidin-4-yl)benzo[d][1,3]dioxol-2-yl)pyridine ClC=1C=CC(=NC1)[C@]1(OC2=C(O1)C=CC=C2C2CCNCC2)C